1,6-dichloro-8-methylisoquinoline ClC1=NC=CC2=CC(=CC(=C12)C)Cl